(4Z)-4-(hydroxyimino)-2-oxo-3,4-dihydropyrimidin O\N=C\1/NC(NC=C1)=O